BrC1=CC=C(O1)CNC(=O)C=1OC=CC1 N-((5-bromofuran-2-yl)methyl)furan-2-carboxamide